3,9-DIETHYL-UNDECANE C(C)C(CC)CCCCCC(CC)CC